OC(CC(=O)OCC)CCC ethyl 3-hydroxyhexanoate